tert-butyl (2R,3S,4S)-2-{[4-(2,1,3-benzoxadiazol-5-yl)phenyl]methyl}-4-[(tert-butoxycarbonyl)oxy]-3-[(4-nitrophenoxycarbonyl)oxy]pyrrolidine-1-carboxylate N=1ON=C2C1C=CC(=C2)C2=CC=C(C=C2)C[C@H]2N(C[C@@H]([C@H]2OC(=O)OC2=CC=C(C=C2)[N+](=O)[O-])OC(=O)OC(C)(C)C)C(=O)OC(C)(C)C